4-(5-chloro-2-(4-(trifluoromethyl)-1H-1,2,3-triazol-1-yl)phenyl)pyridin-2(1H)-one ClC=1C=CC(=C(C1)C1=CC(NC=C1)=O)N1N=NC(=C1)C(F)(F)F